t-Butyl (3S)-3-[4-[3-cyano-4-(2,3-difluorophenyl)sulfanyl-pyrazolo[1,5-a]pyridin-6-yl]pyrazol-1-yl]piperidine-1-carboxylate C(#N)C=1C=NN2C1C(=CC(=C2)C=2C=NN(C2)[C@@H]2CN(CCC2)C(=O)OC(C)(C)C)SC2=C(C(=CC=C2)F)F